C1(CC1)NC(=O)C1=C(C=C(C=C1OC)C1=CN=C2N1C=CC(=C2)C2CCN(CC2)C(=O)OC(C)(C)C)OC(F)F tert-butyl 4-[3-[4-(cyclopropylcarbamoyl)-3-(difluoromethoxy)-5-methoxy-phenyl]imidazo[1,2-a]pyridin-7-yl]piperidine-1-carboxylate